COC1=C(C=CC(=C1)C)C=1N=NC(=C2C1N=CC=C2)N[C@H]2CNCCC2 (R)-3-((8-(2-methoxy-4-methylphenyl)pyrido[2,3-d]pyridazin-5-yl)amino)piperidine